FC1C(C1)C(=O)NC=1SC2=NC(=CC=C2N1)C1=C2C=NNC2=C(C(=C1C)F)SCCO 2-fluoro-N-(5-(6-fluoro-7-((2-hydroxyethyl)thio)-5-methyl-1H-indazol-4-yl)thiazolo[5,4-b]pyridin-2-yl)cyclopropane-1-carboxamide